ethyl 4-[4-(3-cyclopropylmethoxymethyl-thiophen-2-yl)-2,6-difluoro-phenoxy]-butyrate C1(CC1)COCC1=C(SC=C1)C1=CC(=C(OCCCC(=O)OCC)C(=C1)F)F